N-[3-(5-bromo-1,3-benzothiazol-2-yl)-1-bicyclo[1.1.1]pentanyl]-3-(1-methyl-1-methylsulfonyl-ethyl)pyrazole-1-carboxamide BrC=1C=CC2=C(N=C(S2)C23CC(C2)(C3)NC(=O)N3N=C(C=C3)C(C)(S(=O)(=O)C)C)C1